C1=CC=CC=2C3=CC=CC=C3N(C12)C=1C=CC=2N(C3=CC=C(C=C3C2C1)N1C2=CC=CC=C2C=2C=CC=CC12)C=1C(=NC=CC1C1=CC=C(C#N)C=C1)C1=CC=CC=C1 4-(3-(9'H-[9,3':6',9''-tercarbazol]-9'-yl)-2-phenylpyridin-4-yl)benzonitrile